Dicyclopenta[a,d]cyclooctene C1=CC=C2C1=CC=1C(=CC=C2)C=CC1